[1,1':3',1''-terphenyl]-5'-yl-boronic acid C1(=CC=CC=C1)C1=CC(=CC(=C1)B(O)O)C1=CC=CC=C1